FC(C=1C=C2C(=CN1)NC(=C2)C(=O)N)(F)F 5-(trifluoromethyl)-1H-pyrrolo[2,3-c]Pyridine-2-carboxamide